COC(C1=CC(=CC(=C1)OCCCCCCCCCCCCC)OCC1=CC=CC=C1)=O.CC1(OCC(O1)COC(C1=CN=CC=C1)=O)C.CC1=CC2=C(C3=CC=CC=C3C(=C2C=C1)OC(=O)OCCCCCCCCCCC)OC(=O)OCCCCCCCCCCC 2-methyl-9,10-bis(n-undecyloxycarbonyloxy)anthracene (2,2-dimethyl-1,3-dioxolan-4-yl)methyl-nicotinate Methyl-3-(benzyloxy)-5-(tridecyloxy)benzoate